CS(=O)(=O)O[C@]12C(CC(CC1)C2(C)C)=O ((1R)-7,7-dimethyl-2-oxobicyclo[2.2.1]hept-1-yl) methanesulfonate